FC1=CC=C(C=C1)NC(=O)N1CCC(CC1)\C=C\C(N1CCC=CC1=O)=O N-(4-fluorophenyl)-4-[(1E)-3-oxo-3-(6-oxo-3,6-dihydropyridin-1(2H)-yl)prop-1-en-1-yl]piperidine-1-carboxamide